C(C)OC(=O)C1=NN(C(=C1Br)C)C 4-bromo-1,5-dimethyl-1H-pyrazole-3-carboxylic acid ethyl ester